3-(2-(3-chlorophenyl)-2-oxoethyl)pyridinecarbonitrile ClC=1C=C(C=CC1)C(CC=1C(=NC=CC1)C#N)=O